NC12CC(C1)(C2)N2N=CC(=C2)NCCOC(F)(F)F 1-(3-aminobicyclo[1.1.1]pentan-1-yl)-N-[2-(trifluoromethoxy)ethyl]-1H-pyrazol-4-amine